tert-butyl 4-{[(1R,2R)-2-hydroxycyclohexyl] amino}-1-[2-hydroxy-4-(trifluoromethyl) phenyl]-7,8-dihydropyrido[3,4-d]pyridazine-6(5H)-carboxylate O[C@H]1[C@@H](CCCC1)NC=1N=NC(=C2C1CN(CC2)C(=O)OC(C)(C)C)C2=C(C=C(C=C2)C(F)(F)F)O